FC1=C(C=CC(=C1)F)C1=NC(=CC=2C1=NC(=C(N2)C)C)[C@H]2C[C@H](OCC2)C=2C=NN(C2)C 5-(2,4-difluorophenyl)-2,3-dimethyl-7-((2S,4R)-2-(1-methyl-1H-pyrazol-4-yl)tetrahydro-2H-pyran-4-yl)pyrido[3,4-b]pyrazine